ClC1=C(C(=CC=C1)C1=NC2=C(N1)C=C(C(=C2)Cl)F)C=2C(=CC(=CC2)C(N[C@H](CCC)C2CCCCC2)=O)C(=O)O (S)-2'-chloro-6'-(5-chloro-6-fluoro-1H-1,3-benzodiazol-2-yl)-4-{[(1R)-1-cyclohexylbutyl]carbamoyl}-[1,1'-biphenyl]-2-carboxylic acid